C(C)OC1=CC=C(C=C1)C1=CC=C(C=C1)OC1=C(N=NN1)C(=O)O 5-((4'-ethoxy-[1,1'-biphenyl]-4-yl)oxy)-1H-1,2,3-triazole-4-carboxylic acid